C(C1=CC=CC=C1)N1N=NC(=C1)CN(CC=1N=NN(C1)CC1=CC=CC=C1)CC=1N=NN(C1)CC1=CC=CC=C1 tris-[(1-benzyl-1,2,3-triazol-4-yl)methyl]amine